hexylsulfonate, tetraoctylammonium salt C(CCCCCCC)[N+](CCCCCCCC)(CCCCCCCC)CCCCCCCC.C(CCCCC)S(=O)(=O)[O-]